CC=1N=C2N(N=C(C=C2C)C=2SC3=C(N2)SC(=C3)C3CNC3)C1 3-(2-{2,8-dimethylimidazo[1,2-b]pyridazin-6-yl}thieno[2,3-d][1,3]thiazol-5-yl)azetidine